NC1=C2N=CN(C2=NC=N1)[C@@H]1O[C@@H]([C@H]([C@H]1O)O)CO (2R,3R,4S,5R)-2-(6-amino-9H-purin-9-yl)-5-(hydroxymethyl)oxolane-3,4-diol